6-(4-(6-(difluoromethyl)-2-methyl-2H-indazol-4-yl)-2,6-difluorobenzyl)-6,7-dihydro-5H-pyrrolo[3,4-b]pyridin-5-one-7,7-d2 FC(C=1C=C(C2=CN(N=C2C1)C)C1=CC(=C(CN2C(C3=NC=CC=C3C2=O)([2H])[2H])C(=C1)F)F)F